N-(4-(2-(4-Acrylamido-1-methyl-1H-pyrazol-3-yl)-3H-imidazo[4,5-b]pyridin-7-yl)-2-nitrobenzyl)-3-(tert-butyl)-1,2,4-oxadiazole-5-carboxamide C(C=C)(=O)NC=1C(=NN(C1)C)C1=NC=2C(=NC=CC2C2=CC(=C(CNC(=O)C3=NC(=NO3)C(C)(C)C)C=C2)[N+](=O)[O-])N1